FC1=C(C2=C(OCO2)C=C1)NC1=CC=C2C(=NNC2=C1)NC(C1=CC=C(C=C1)C1CCN(CC1)C)=O N-(6-((5-fluorobenzo[d][1,3]dioxol-4-yl)amino)-1H-indazol-3-yl)-4-(1-methylpiperidin-4-yl)benzamide